NC1=NC=CC=C1C(C)NCCO 2-((1-(2-aminopyridin-3-yl)ethyl)amino)ethan-1-ol